O=C([C@H](C[C@H]1C(NCC1)=O)NC(=O)[C@H]1N(CC2(CC2)C1)C(=O)[C@H]1[C@@H](C1)C(F)(F)F)COC(F)(F)F (S)-N-((S)-3-oxo-1-((S)-2-oxopyrrolidin-3-yl)-4-(trifluoromethoxy)butan-2-yl)-5-((1R,2R)-2-(trifluoromethyl)cyclopropane-1-carbonyl)-5-azaspiro[2.4]heptane-6-carboxamide